2,2-dimethyltetrahydro-4H-[1,3]dioxolo[4,5-c]pyrrol-4-one CC1(OC2C(CNC2=O)O1)C